C(C)(=O)C1=C(OCCNC(=O)C=2OC=CC2)C=C(C=C1)OC N-(2-(2-acetyl-5-methoxyphenoxy)ethyl)furan-2-carboxamide